C(CCCCCC\C=C\CCCCCCCCC)(=O)OC methyl (E)-8-octadecenoate